F[C@H](CNC(=O)C=1C=NC=2N(C1NCC(C)(C)C)N=C(C2)C=2C=NC=CC2)C(C)(C)O (R)-N-(2-fluoro-3-hydroxy-3-methylbutyl)-7-(neopentylamino)-2-(pyridin-3-yl)pyrazolo[1,5-a]pyrimidine-6-carboxamide